FC(C1=CC=C(C=C1)C1=CC=C(C=C1)CSC1=C(N=NN1)C(=O)O)(F)F 5-(((4'-(trifluoromethyl)-[1,1'-biphenyl]-4-yl)methyl)thio)-1H-1,2,3-triazole-4-carboxylic acid